deoxy-adenosine-monophosphate P(=O)(O)(O)OC[C@@H]1[C@H](C[C@@H](O1)N1C=NC=2C(N)=NC=NC12)O